2'-(5-Fluoro-2-((1-(methylsulfonyl)piperidin-4-yl)amino)pyrimidin-4-yl)-3',5'-dimethyl-4,5-dihydro-2H-spiro[furan-3,6'-thieno[2,3-c]pyrrol]-4'(5'H)-one FC=1C(=NC(=NC1)NC1CCN(CC1)S(=O)(=O)C)C1=C(C2=C(C3(N(C2=O)C)COCC3)S1)C